O=C1N(CC2=CC(=CC=C12)O[C@@H]1[C@@H](CCCC1)N1CC(C1)C1=NC=C(C=N1)C(F)(F)F)C1C(NC(CC1)=O)=O 3-(1-oxo-5-(((1S,2R)-2-(3-(5-(trifluoromethyl)pyrimidin-2-yl)azetidin-1-yl)cyclohexyl)oxy)isoindolin-2-yl)piperidine-2,6-dione